5-(3,5-difluorobenzyl)indol-2-one FC=1C=C(CC2=CC3=CC(N=C3C=C2)=O)C=C(C1)F